COC=1C=C2SC3=NC(=CN3C2=CC1)C(=O)NC1=NNC(C=C1)=O 10-methoxy-N-(6-oxo-1,6-dihydropyridazin-3-yl)-7-thia-2,5-diazatricyclo[6.4.0.02,6]dodeca-1(12),3,5,8,10-pentaene-4-carboxamide